C(#N)[Si]C#N dicyanosilicon